C1CCC2=C(C=3CCCC3C=C12)NC(=O)NS(=O)(=O)C1=CC2=C(S1)CCCC2O N-((1,2,3,5,6,7-hexahydro-s-indacen-4-yl)carbamoyl)-4-hydroxy-4,5,6,7-tetrahydrobenzo[b]thiophene-2-sulfonamide